4-((3R,4R)-4-((5,7-dichloro-1H-indol-4-yl)methyl)-1-methylpiperidin-3-yl)benzoic acid ClC=1C(=C2C=CNC2=C(C1)Cl)C[C@H]1[C@@H](CN(CC1)C)C1=CC=C(C(=O)O)C=C1